NC=1C=C(C=CC1F)NC(C1=CC(=C(C=C1)Cl)C#N)=O N-(3-amino-4-fluorophenyl)-4-chloro-3-cyanobenzamide